C(#N)C1=CC(=C(C2=C1SC(=C2)C=2SC(=CN2)C(=O)O)F)C(C)C 2-(7-cyano-4-fluoro-5-isopropylbenzo[b]thiophen-2-yl)thiazole-5-carboxylic acid